BrC=1C=C(C2=C(OCCO2)C1)O 7-bromo-2,3-dihydrobenzo[b][1,4]dioxin-5-ol